FC1=C(C(=CC=C1)C)N1CCC(CC1)N1C(N(C=2N=CN(C2C1)C)CC1=C(C=CC=C1)C(F)(F)F)=O 1-[1-(2-Fluoro-6-methyl-phenyl)-piperidin-4-yl]-7-methyl-3-(2-trifluoromethyl-benzyl)-1,3,6,7-tetrahydro-purin-2-on